2-[3-(3,3-Difluoro-4-hydroxypiperidin-1-carbonyl)-5,6-dihydro-4H-cyclopenta[c]pyrazol-1-yl]-1-[4-(2,3-dimethylphenyl)piperazin-1-yl]ethanon FC1(CN(CCC1O)C(=O)C=1C2=C(N(N1)CC(=O)N1CCN(CC1)C1=C(C(=CC=C1)C)C)CCC2)F